(E)-4-((5-(dimethylamino)-3-methylthiophen-2-yl)methylene)-3-(trifluoromethyl)isoxazol-5(4H)-one CN(C1=CC(=C(S1)\C=C\1/C(=NOC1=O)C(F)(F)F)C)C